C(C=C)(=O)OCCC(CCOC(C=C)=O)C 3-Methyl-1,5-pentanediyl diacrylate